2-(2,6-dioxopiperidin-3-yl)-5-(2-(2-(2-(2-((1r,3r)-3-((5-(5-methyl-5H-pyrido[4,3-b]indol-7-yl)pyridin-2-yl)oxy)cyclobutoxy)ethoxy)ethoxy)ethoxy)ethoxy)isoindoline-1,3-dione O=C1NC(CCC1N1C(C2=CC=C(C=C2C1=O)OCCOCCOCCOCCOC1CC(C1)OC1=NC=C(C=C1)C=1C=CC=2C3=C(N(C2C1)C)C=CN=C3)=O)=O